C(C)OC(=O)C=1C(=C2C(=NC1)NC=C2)N([C@H]2CN(CC[C@H]2C)C(=O)N2CCCC2)C.CC(C)CCCC[C@@H]2[C@H](CCCCCCCCCC)O2 (+)-(7R,8S)-7,8-epoxy-2-methyl-octadecane ethyl-4-(methyl((3R,4R)-4-methyl-1-(pyrrolidine-1-carbonyl)piperidin-3-yl)amino)-1H-pyrrolo[2,3-b]pyridine-5-carboxylate